4-Cyano-2-nitro-1-phenoxybenzene C(#N)C1=CC(=C(C=C1)OC1=CC=CC=C1)[N+](=O)[O-]